OCCC1=NC(=NO1)C=1C=C2CC[C@H](C2=CC1)NC(=O)C=1C=NN(C1)C N-{(1R)-5-[5-(hydroxyethyl)(1,2,4-oxadiazol-3-yl)]indanyl}(1-methylpyrazol-4-yl)carboxamide